7-{2-[(Phenoxathiine-3-carbonyl)-amino]-acetyl}-1,4-dioxa-7-aza-spiro[4.4]nonane-8-carboxylic acid C1=CC(=CC=2OC3=CC=CC=C3SC12)C(=O)NCC(=O)N1CC2(OCCO2)CC1C(=O)O